ClCCCCC=C(C(=O)OCC)NC(=O)[C@@H]1C(C1)(C)C ethyl 7-chloro-2-((S)-2,2-dimethylcyclopropanecarboxamido)-2-heptenoate